NC1=C(C=C2C(=N1)C=C(N2)C(=O)N2[C@H](CC[C@@H](C2)C)C=2C=CC1=C(N=C(S1)C1CCN(CC1)C)C2)C (5-amino-6-methyl-1H-pyrrolo[3,2-b]pyridin-2-yl)((2R,5S)-5-methyl-2-(2-(1-methylpiperidin-4-yl)benzo[d]thiazol-5-yl)piperidin-1-yl)methanone